FC=1C(=C(C=CC1F)[C@@H]1[C@H](O[C@]([C@H]1C)(C(F)(F)F)C)C(=O)NC1=C(C(=NC=C1)C(=O)N)C)OC 4-[[(2S,3R,4S,5R)-3-(3,4-Difluoro-2-methoxy-phenyl)-4,5-dimethyl-5-(trifluoromethyl)tetrahydrofuran-2-carbonyl]amino]-3-methyl-pyridin-2-carboxamid